CN1C(C(=CC2=C1N=C(N=C2)S(=O)(=O)C)N2CCN(C1CC21)C(=O)OC(C)(C)C)=O tert-butyl 5-(8-methyl-2-methylsulfonyl-7-oxo-pyrido[2,3-d]pyrimidin-6-yl)-2,5-diazabicyclo[4.1.0]heptane-2-carboxylate